(2s,5r)-7-oxo-2-(trichloromethyl)-1,6-diazabicyclo[3.2.1]oct-6-yl bisulfate S(ON1[C@@H]2CC[C@H](N(C1=O)C2)C(Cl)(Cl)Cl)(O)(=O)=O